methyl 4-(2-methoxy-6-methylphenyl)-6-methylnicotinate COC1=C(C(=CC=C1)C)C1=CC(=NC=C1C(=O)OC)C